Dibutyl 9,9'-((4-(2-(4-(2-((3-(bis(2-hydroxy-7-isopentyloxy-7-oxoheptyl)amino)-propyl)disulfaneyl)ethyl)piperazin-1-yl)ethoxy)-4-pentyl)azanediyl)bis(8-hydroxynonanoate) OC(CN(CCCSSCCN1CCN(CC1)CCOC(CCC)(C)N(CC(CCCCCCC(=O)OCCCC)O)CC(CCCCCCC(=O)OCCCC)O)CC(CCCCC(OCCC(C)C)=O)O)CCCCC(=O)OCCC(C)C